FC1([C@@H]([C@@H](N(C1)C(=O)C1(CCC1)O)CC=1C(=C(C=CC1)C1=CC(=CC(=C1)F)F)F)NS(=O)(=O)CC)F N-{(2S,3R)-4,4-difluoro-1-(1-hydroxycyclobutane-1-carbonyl)-2-[(2,3',5'-trifluoro[1,1'-biphenyl]-3-yl)methyl]-pyrrolidin-3-yl}ethanesulfonamide